3,5-dichloro-N-(3-(1-(2-fluorophenyl)cyclopropyl)-4-oxo-3,4-dihydroquinazolin-5-yl)-4-hydroxybenzamide ClC=1C=C(C(=O)NC2=C3C(N(C=NC3=CC=C2)C2(CC2)C2=C(C=CC=C2)F)=O)C=C(C1O)Cl